C(C)(C)(C)C1=NC(=NO1)C(=O)NCC1=C(C=C(C=C1)C1=CC(=NC=C1)NC(=O)C1(CC1)F)C 5-(tert-butyl)-N-(4-(2-(1-fluorocyclopropane-1-carboxamido)pyridin-4-yl)-2-methylbenzyl)-1,2,4-oxadiazole-3-carboxamide